ClC=1C=CC=2N(C1)C=C(N2)C(C(=O)NC2=CC(=NN2C(=O)OC(C)(C)C)C2CC2)C tert-butyl 5-(2-{6-chloroimidazo[1,2-a]pyridin-2-yl} propanamido)-3-cyclopropyl-1H-pyrazole-1-carboxylate